(S)-1-(3-chloro-1H-pyrrole-2-carbonyl)-N-(3,4,5-trifluorophenyl)pyrrolidine-3-carboxamide ClC1=C(NC=C1)C(=O)N1C[C@H](CC1)C(=O)NC1=CC(=C(C(=C1)F)F)F